[O-2].[Zn+2].[Zn+2].[O-2] zinc-zinc oxide